2-(3-chloro-2-fluorophenyl)acetaldehyde ClC=1C(=C(C=CC1)CC=O)F